6-(3-(dimethyl-(phenyl)silyl)-1,1-difluoropropyl)pyridin-2-amine C[Si](CCC(F)(F)C1=CC=CC(=N1)N)(C1=CC=CC=C1)C